(S)-N-(3-(1-((2-ethyl-2H-pyrazolo[3,4-b]pyrazin-6-yl)amino)ethyl)-4-fluorophenyl)-4-(pyrrolidin-1-ylmethyl)-3-(trifluoromethyl)benzamide C(C)N1N=C2N=C(C=NC2=C1)N[C@@H](C)C=1C=C(C=CC1F)NC(C1=CC(=C(C=C1)CN1CCCC1)C(F)(F)F)=O